N-(4-butylphenyl)-2-((7-(trifluoromethyl)-[1,2,4]triazolo[1,5-c]pyrimidin-2-yl)thio)acetamide C(CCC)C1=CC=C(C=C1)NC(CSC1=NN2C=NC(=CC2=N1)C(F)(F)F)=O